2-((7-(5,6-dimethyl-1H-indazol-4-yl)-8-fluoro-2-(((2R,7aS)-2-fluorotetrahydro-1H-pyrrolizin-7a(5H)-yl)methoxy)-5-isopropoxypyrido[4,3-d]pyrimidin-4-yl)amino)ethan-1-ol CC=1C(=C2C=NNC2=CC1C)C1=C(C=2N=C(N=C(C2C(=N1)OC(C)C)NCCO)OC[C@]12CCCN2C[C@@H](C1)F)F